ClC1=CC=CC=2C=3N(C(=NC12)N[C@H]1C(NCCNC1)=O)N=C(N3)C3=CC=C(C=C3)OC (6R)-6-{[7-chloro-2-(4-methoxyphenyl)[1,2,4]triazolo[1,5-c]quinazolin-5-yl]amino}-1,4-diazepan-5-one